boron compound with cyanuric chloride N1=C(Cl)N=C(Cl)N=C1Cl.[B]